(R)-5-hydroxy-2-methyl-1,2,3,6-tetrahydropyridine-4-carboxylic acid ethyl ester C(C)OC(=O)C=1C[C@H](NCC1O)C